CC1(OB(OC1(C)C)C1=C(C(=O)OCC)C=C(C=C1)C(F)(F)F)C ethyl 2-(4,4,5,5-tetramethyl-1,3,2-dioxaborolan-2-yl)-5-(trifluoromethyl)benzoate